BrC1=C(C=C2C(=NC(=NC2=C1F)OC[C@H]1N(CCC1)C)N1CCN(CC1)C(=O)OC(C)(C)C)I tert-butyl (S)-4-(7-bromo-8-fluoro-6-iodo-2-((1-methylpyrrolidin-2-yl)methoxy)quinazolin-4-yl)piperazine-1-carboxylate